(4-(3-((4-cyano-2-fluorobenzeneOxy)methyl)phenoxy)piperidin-1-yl)-1-((1-isopropyl-1H-imidazol-5-yl)methyl)-1H-benzo[d]imidazole C(#N)C1=CC(=C(C=C1)OCC=1C=C(OC2CCN(CC2)C2=NC3=C(N2CC2=CN=CN2C(C)C)C=CC=C3)C=CC1)F